CC(CNC(OC(C)(C)C)=O)CCC(=O)C1=CC2=CC=CC=C2C=C1 tert-butyl (2-methyl-5-(Naphthalen-2-yl)-5-oxopentyl)carbamate